N-[4-fluoro-2-[rac-(3R)-3,4-dimethylpiperazin-1-yl]-5-[2-[rac-(2R)-2-propan-2-ylmorpholin-4-yl]pyrimidin-5-yl]phenyl]-6-oxo-4-(trifluoromethyl)-1H-pyridine-3-carboxamide FC1=CC(=C(C=C1C=1C=NC(=NC1)N1C[C@H](OCC1)C(C)C)NC(=O)C1=CNC(C=C1C(F)(F)F)=O)N1C[C@H](N(CC1)C)C |r|